N-[2-[4-(hydroxymethyl)cyclohexyl]-5-(1-hydroxy-1-methyl-ethyl)-1,3-benzothiazol-6-yl]-6-(trifluoromethyl)pyrazine-2-carboxamide OCC1CCC(CC1)C=1SC2=C(N1)C=C(C(=C2)NC(=O)C2=NC(=CN=C2)C(F)(F)F)C(C)(C)O